tert-butyl ((S)-1-(((S)-1-cyclohexyl-2-((S)-4-(5-fluoro-1H-indole-2-carbonyl)-3-methylpiperazin-1-yl)-2-oxoethyl)amino)-1-oxopropan-2-yl)(methyl)carbamate C1(CCCCC1)[C@@H](C(=O)N1C[C@@H](N(CC1)C(=O)C=1NC2=CC=C(C=C2C1)F)C)NC([C@H](C)N(C(OC(C)(C)C)=O)C)=O